3-(6-methyl-2-pyridyl)-N-phenyl-4-(4-quinolinyl)-1H-pyrazole-1-thioamide CC1=CC=CC(=N1)C1=NN(C=C1C1=CC=NC2=CC=CC=C12)C(NC1=CC=CC=C1)=S